1-[2-(3-piperazin-1-yl-anilino)-pyrimidin-4-yl]-1H-indazole-3-carboxamide N1(CCNCC1)C=1C=C(NC2=NC=CC(=N2)N2N=C(C3=CC=CC=C23)C(=O)N)C=CC1